C(C)OC1=CC=2N=CN=C(C2N=C1NC(=O)C12CN(CC2C1)C(=O)OC(C)(C)C)C=1C(=NN(C1)C)C1=CC=C(C=C1)F tert-butyl 1-((7-ethoxy-4-(3-(4-fluorophenyl)-1-methyl-1H-pyrazol-4-yl)pyrido[3,2-d]pyrimidin-6-yl)carbamoyl)-3-azabicyclo[3.1.0]hexane-3-carboxylate